C(CCCCO)CCCC(C(CCCCCCCC(=O)O)O)O The molecule is an omega-hydroxy fatty acid that is 18-hydroxyoctadecanoic acid carrying two additional hydroxy substituents at positions 9 and 10. It has a role as a plant metabolite. It is an omega-hydroxy fatty acid, a triol and a hydroxyoctadecanoic acid.